FC(C1=C(C=C2CCCN(C2=C1)C1=NN(C2=C1CN(CC2)C(C)=O)C2CCN(CC2)C2CCNCC2)C=2C=NN(C2)C)F [3-[7-(difluoromethyl)-6-(1-methylpyrazol-4-yl)-3,4-dihydro-2H-quinolin-1-yl]-1-[1-(4-piperidyl)-4-piperidyl]-6,7-dihydro-4H-pyrazolo[4,3-c]pyridin-5-yl]ethanone